tert-butyl-(4-(4-(benzyloxy)-3-(1,1-dioxido-4-oxo-1,2,5-thiadiazolidin-2-yl)-2-fluorophenyl)-2-methylbut-3-yn-1-yl) carbamate C(N)(OC(C(C#CC1=C(C(=C(C=C1)OCC1=CC=CC=C1)N1S(NC(C1)=O)(=O)=O)F)C)C(C)(C)C)=O